C(CC)NC1=CC=C(C=CC2N(C3=CC=CC=C3C=C2)C)C=C1 2-(4-propylaminostyryl)-1-methylquinoline